2(S)-2-(3-chlorophenyl)-2,2-difluoro-1-(pyridin-3-yl)ethyl ((S)-1-(((S)-1-hydroxy-3-((S)-2-oxopyrrolidin-3-yl)propan-2-yl)amino)-1-oxohexan-2-yl)carbamate OC[C@H](C[C@H]1C(NCC1)=O)NC([C@H](CCCC)NC(OC(C(F)(F)C1=CC(=CC=C1)Cl)C=1C=NC=CC1)=O)=O